1-(3-(1-(6-amino-5-methoxypyrimidin-4-yl)piperidin-3-yl)phenyl)-3-phenylurea NC1=C(C(=NC=N1)N1CC(CCC1)C=1C=C(C=CC1)NC(=O)NC1=CC=CC=C1)OC